3-(5-(3-fluoro-4-((4-(trifluoromethoxy)piperidin-1-yl)methyl)pyridin-2-yl)-1-oxoisoindolin-2-yl)piperidine FC=1C(=NC=CC1CN1CCC(CC1)OC(F)(F)F)C=1C=C2CN(C(C2=CC1)=O)C1CNCCC1